BrC1=CC(N(N=C1OCCO[Si](C)(C)C(C)(C)C)CC1=CC=C(C=C1)OC)=O 5-bromo-6-(2-((tert-butyldimethylsilyl)oxy)ethoxy)-2-(4-methoxybenzyl)pyridazin-3(2H)-one